C1(CC1)CCN1N=C(N=N1)CC1=C(N=NN1C)C1=CC=C(C(=N1)C)O[C@@H]1C[C@H](CCC1)C(=O)OC Methyl (1S,3S)-3-((6-(5-((2-(2-cyclopropylethyl)-2H-tetrazol-5-yl)methyl)-1-methyl-1H-1,2,3-triazol-4-yl)-2-methylpyridin-3-yl)oxy)cyclohexane-1-carboxylate